(1R,3S,4R)-2-(7-chloro-1H-indole-2-carbonyl)-5,5-difluoro-N-((S,Z)-4-fluoro-4-(methylsulfonyl)-1-((R)-2-oxopyrrolidin-3-yl)but-3-en-2-yl)-2-azabicyclo[2.2.2]octane-3-carboxamide ClC=1C=CC=C2C=C(NC12)C(=O)N1[C@H]2CC([C@@H]([C@H]1C(=O)N[C@@H](C[C@@H]1C(NCC1)=O)\C=C(/S(=O)(=O)C)\F)CC2)(F)F